N1=CN=CC2=CC=CC=C12.[S] sulfur quinazoline